NCCC=1C=NC(=NC1)C1=C(C=C(C#N)C=C1)CN1N=CC(=N1)C1=CC=CC=C1 4-[5-(2-aminoethyl)pyrimidin-2-yl]-3-[(4-phenyltriazol-2-yl)methyl]benzonitrile